Cl.N1CC(C1)NC1=CC(=C(C(=O)N(C)C)C=C1[N+](=O)[O-])Cl 4-(azetidin-3-ylamino)-2-chloro-N,N-dimethyl-5-nitrobenzamide hydrochloride